Cl.C[C@@H]1NCC[C@H]2[C@@H](CCC[C@H]12)[C@](C(F)F)(C)O (2S)-2-[(1S,4aR,5R,8aS)-1-methyl-1,2,3,4,4a,5,6,7,8,8a-decahydroisoquinolin-5-yl]-1,1-difluoro-propan-2-ol hydrochloride